2-methylpyridin-4HCl Cl.Cl.Cl.Cl.CC1=NC=CC=C1